N-(5-bromoacetamidylpentyl)acrylamide Ethyl-8-(4-methylpent-2-yl)-4-oxo-1,4-dihydroquinoline-3-carboxylate C(C)OC(=O)C1=CNC2=C(C=CC=C2C1=O)C(C)CC(C)C.BrCC(=O)NCCCCCNC(C=C)=O